BrC=1C=2N(C=C(C1)CF)C=C(N2)C(=O)OCC ethyl 8-bromo-6-(fluoromethyl)imidazo[1,2-a]pyridine-2-carboxylate